C(C)C1N(C(CC12CCNCC2)=O)C2=NC(=NC=C2)C(F)(F)F 1-ethyl-2-(2-(trifluoromethyl)pyrimidin-4-yl)-2,8-diazaspiro[4.5]decan-3-one